(E)-6-(6-(2-(5-cyclopropyl-3-(3,5-dichloropyridin-4-yl)isoxazol-4-yl)vinyl)-3-azabicyclo[3.1.0]hex-3-yl)-4-(2,2-difluoroethoxy)quinoline-2-carboxylic acid C1(CC1)C1=C(C(=NO1)C1=C(C=NC=C1Cl)Cl)/C=C/C1C2CN(CC12)C=1C=C2C(=CC(=NC2=CC1)C(=O)O)OCC(F)F